4-Iodo-2-methoxy-N-(4-(4-(2-methoxyethyl)piperazin-1-yl)phenyl)nicotinamide IC1=CC=NC(=C1C(=O)NC1=CC=C(C=C1)N1CCN(CC1)CCOC)OC